tert-butyl ((2S)-1-((7-(5-chloro-2,4-difluorophenyl)-2,4-dioxo-6-(trifluoromethyl)-1,2,3,4-tetrahydroquinazolin-8-yl)thio)-3-hydroxypropan-2-yl)carbamate ClC=1C(=CC(=C(C1)C1=C(C=C2C(NC(NC2=C1SC[C@H](CO)NC(OC(C)(C)C)=O)=O)=O)C(F)(F)F)F)F